3-(3-(dimethyl-(phenyl)silyl)-1,1-difluoropropyl)-2-methoxypyridine C[Si](CCC(F)(F)C=1C(=NC=CC1)OC)(C1=CC=CC=C1)C